tert-butyl 2-((3-bromo-2-chlorophenyl)carbamoyl)-1-methyl-d3-1,4,6,7-tetrahydro-5H-imidazo[4,5-c]pyridine-5-carboxylate BrC=1C(=C(C=CC1)NC(=O)C=1N(C2=C(CN(CC2)C(=O)OC(C)(C)C)N1)C([2H])([2H])[2H])Cl